FC1=C(C(=O)N2CCN(CC2)C(=O)OC(C)(C)C)C=CC(=C1)NC=1C=2N(C=CN1)C(=CN2)I tert-butyl 4-(2-fluoro-4-((3-iodoimidazo[1,2-a]pyrazin-8-yl)amino)benzoyl)piperazine-1-carboxylate